COC=1C=C(C=CC1OC)C(CC(=O)O)C1=CC=CC=C1 3-(3,4-dimethoxyphenyl)-3-phenylpropionic acid